CN(C)C=C1CCCC1 2-((dimethylamino)methylene)cyclopentane